[6-(3-cyclopropyl-1H-1,2,4-triazol-5-yl)-2-azaspiro[3.3]heptan-2-yl]-[6-[[1-methyl-4-(trifluoromethyl)pyrazol-3-yl]methyl]-2-azaspiro[3.3]heptan-2-yl]methanone C1(CC1)C1=NNC(=N1)C1CC2(CN(C2)C(=O)N2CC3(C2)CC(C3)CC3=NN(C=C3C(F)(F)F)C)C1